CCCCCCC=CC=CC=CC=O Tridecatrienal